P(=O)(O)(O)O.S1C=NC2=C1C=CC=C2 BENZOTHIAZOLE PHOSPHATE